C(C1=CC=CC=C1)NC(N(C1=CC=C2C(=N1)C=NN2C)[C@@H]2CC[C@H](CC2)NC2=NC=C(C(=N2)NC2COC2)C#N)=O 3-benzyl-1-(trans-4-((5-cyano-4-(oxetan-3-ylamino)pyrimidin-2-yl)amino)cyclohexyl)-1-(1-methyl-1H-pyrazolo[4,3-b]pyridin-5-yl)urea